(2S,4r)-1-[(2S)-2-[4-[(4-chloropyrazol-1-yl)methyl]triazol-1-yl]-3,3-dimethyl-butyryl]-4-hydroxy-N-methyl-pyrrolidine-2-carboxamide ClC=1C=NN(C1)CC=1N=NN(C1)[C@H](C(=O)N1[C@@H](C[C@H](C1)O)C(=O)NC)C(C)(C)C